O[C@@H]1[C@@H](CN(CC1)C1=CC(N(C=2C=CC(=NC12)C#N)C)=O)C |r| (+/-)-8-(cis-4-hydroxy-3-methylpiperidin-1-yl)-5-methyl-6-oxo-5,6-dihydro-1,5-naphthyridine-2-carbonitrile